NC[C@@H]([C@@H](C)NC(OC(C)(C)C)=O)CC1(CCC1)CCNC(=O)OCC1=CC=CC=C1 Tert-butyl ((2R,3S)-4-amino-3-((1-(2-(((benzyloxy)carbonyl)amino)ethyl)cyclobutyl)methyl)butan-2-yl)carbamate